n-decanoate CCCCCCCCCC(=O)O